FC(OC=1C=C(C=C(C1C(=O)N1CCC(CC1)OC)OC)C1=CN=C2N1C=CC(=C2)C(C#N)(C)C)F 2-[3-[3-(difluoromethoxy)-5-methoxy-4-(4-methoxypiperidine-1-carbonyl)phenyl]imidazo[1,2-a]pyridin-7-yl]-2-methyl-propanenitrile